NC1=C(C=NC(=C1F)Br)NC(=O)C=1NC=C(C1)C(C1=C(C=CC=C1)C(F)(F)F)=O N-(4-amino-6-bromo-5-fluoropyridin-3-yl)-4-(2-(trifluoromethyl)benzoyl)-1H-pyrrole-2-carboxamide